3-(pyrrolidine-4-carbonyl)benzamide Ethyl-(1S,4R,5R,8R,9S)-4-acetoxy-5-iodobicyclo[6.1.0]nonane-9-carboxylate C(C)OC(=O)[C@@H]1[C@@H]2CC[C@H]([C@@H](CC[C@H]12)OC(C)=O)I.N1CCC(C1)C(=O)C=1C=C(C(=O)N)C=CC1